C(CCCCCCC)C(OC(C(=O)N)(CCCCCCCC)CCCCCCCC)(C(=O)N)CCCCCCCC tetraoctyl-3-oxaglutaramide